(3R,5S,E)-7-[2-cyclopropyl-4-(4-fluorophenyl)quinolin-3-yl]-3,5-dihydroxyhept-6-enoic acid ethyl ester C(C)OC(C[C@@H](C[C@@H](\C=C\C=1C(=NC2=CC=CC=C2C1C1=CC=C(C=C1)F)C1CC1)O)O)=O